F[C@@H]1C[C@H](N(C1)C(CN1N=C(C2=CC(=CC=C12)C1=CN=NC=C1)C(=O)N)=O)C(NC1CN(CCC1)C=1C=NN(C1)C)=O 1-(2-((2S,4R)-4-fluoro-2-(1-(1-methyl-1H-pyrazol-4-yl)piperidin-3-ylcarbamoyl)pyrrolidin-1-yl)-2-oxoethyl)-5-(pyridazin-4-yl)-1H-indazole-3-carboxamide